1-tert-butyldimethylsilyloxy-3-n-butyl-3-hydroxy-4-chloro-2,3-dihydro-isoindole [Si](C)(C)(C(C)(C)C)OC1NC(C2=C(C=CC=C12)Cl)(O)CCCC